N[C@@](C(=O)OC(C)(C)C)(C)C1=C(C=CC(=C1)C)[N+](=O)[O-] tert-Butyl (S)-2-amino-2-(5-methyl-2-nitrophenyl)propanoate